1-(5-(3-methoxy-1-methylpyrrolidin-3-yl)thiophen-2-yl)-2-((6-methoxy-2-methylquinazolin-4-yl)thio)ethan-1-one COC1(CN(CC1)C)C1=CC=C(S1)C(CSC1=NC(=NC2=CC=C(C=C12)OC)C)=O